ClC1=CC2=C(NC(=N2)CNC2=NC(=NC=3N2N=CC3C=3C=NN(C3)C(F)F)N3CCOCC3)C=C1Cl N-((5,6-dichloro-1H-benzo[d]imidazol-2-yl)methyl)-8-(1-(difluoromethyl)-1H-pyrazol-4-yl)-2-morpholinopyrazolo[1,5-a][1,3,5]triazin-4-amine